CN(C(C(C)C)=O)C N,N-dimethyl-isobutyric acid amide